NC(C)C=1C(=NC=CN1)C1=CC=C(C=N1)C#N 6-[3-(1-amino-ethyl)pyrazin-2-yl]pyridine-3-carbonitrile